2-[3-(2-phenylethyl)phenyl]-1-(4-{[1,2,4]triazolo[4,3-b]pyridazin-6-yl}piperazin-1-yl)ethan-1-one C1(=CC=CC=C1)CCC=1C=C(C=CC1)CC(=O)N1CCN(CC1)C=1C=CC=2N(N1)C=NN2